Tert-butyl N-[2-[1-[1-[(4-methoxyphenyl)methyl]-2,6-dioxo-3-piperidyl]-3-methyl-2-oxo-benzimidazol-5-yl]oxyethyl]carbamate COC1=CC=C(C=C1)CN1C(C(CCC1=O)N1C(N(C2=C1C=CC(=C2)OCCNC(OC(C)(C)C)=O)C)=O)=O